(S)-(2-fluorophenyl)(4-fluorophenyl)methanol FC1=C(C=CC=C1)[C@@H](O)C1=CC=C(C=C1)F